BrC=1C=CC(=NC1)N([C@@H](C)C=1C=NC(=CC1)C)C (S)-5-bromo-N-methyl-N-(1-(6-methylpyridin-3-yl)ethyl)pyridin-2-amine